2-[4,6-Bis(biphenyl-4-yl)-1,3,5-triazin-2-yl]-5-[(2-ethylhexyl)oxy]phenol C1(=CC=C(C=C1)C1=NC(=NC(=N1)C1=CC=C(C=C1)C1=CC=CC=C1)C1=C(C=C(C=C1)OCC(CCCC)CC)O)C1=CC=CC=C1